2-(8-Dimethylaminooctylthio)-6-isopropyl-3-pyridyl-2-thienyl ketone citrate CC(C)C1=NC(=C(C=C1)C(=O)C2=CC=CS2)SCCCCCCCCN(C)C